2-((1S,4S)-4-(6-fluoroquinolin-4-yl)cyclohexyl)-N'-hydroxypropionamidine FC=1C=C2C(=CC=NC2=CC1)C1CCC(CC1)C(C(=NO)N)C